CC(C(=O)O)(C)OCC1=NN(C(=C1)C1=CC=C2C=NN(C2=C1)C)C1=C(C=CC=C1)N1CCCC1 2-Methyl-2-([5-(1-methyl-1H-indazol-6-yl)-1-[2-(pyrrolidin-1-yl)phenyl]-1H-pyrazol-3-yl]methoxy)propanoic acid